methyl 5-methyl-4-(naphthalen-2-yl)-1H-pyrrole-2-carboxylate CC1=C(C=C(N1)C(=O)OC)C1=CC2=CC=CC=C2C=C1